C(C1CO1)OCCC[SiH2]C(O[Si](C)(C)C)O[Si](C)(C)C glycidoxypropylbis(trimethylsiloxy)methylsilane